4-methyl-6-bromo-8-(3-aminopropoxy)quinazoline CC1=NC=NC2=C(C=C(C=C12)Br)OCCCN